2-[6-chloro-3-(ethylsulfanyl)pyridin-2-yl]-3,4-dimethyl-6-(trifluoromethyl)-3H-imidazo[4,5-c]pyridine ClC1=CC=C(C(=N1)C1=NC2=C(C(=NC(=C2)C(F)(F)F)C)N1C)SCC